CC=1N(C(=CC1)C)C1=CC(=CC(=N1)CCC=1C=C(C=C(C1)F)C#C[C@H]1N(C[C@H](C1)F)C(=O)OC(C)(C)C)C tert-butyl (2S,4S)-2-((3-(2-(6-(2,5-dimethyl-1H-pyrrol-1-yl)-4-methylpyridin-2-yl)ethyl)-5-fluorophenyl)ethynyl)-4-fluoropyrrolidine-1-carboxylate